ClC1=NC=C(C(=C1)C1=C(C=NC(=C1)C)C(=O)NC=1SC2=C(N1)CN(C2)C(=O)[C@@H]2COCCC2)OC (S)-2'-Chloro-5'-methoxy-6-methyl-N-(5-(tetrahydro-2H-pyran-3-carbonyl)-5,6-dihydro-4H-pyrrolo[3,4-d]thiazol-2-yl)-[4,4'-bipyridine]-3-carboxamide